6-(4-((5'-fluoro-2'-methoxy-[1,1'-biphenyl]-4-yl)methyl)-2,5-dimethylthiophene-3-carboxamido)spiro[3.3]heptane-2-carboxylic acid FC=1C=CC(=C(C1)C1=CC=C(C=C1)CC=1C(=C(SC1C)C)C(=O)NC1CC2(CC(C2)C(=O)O)C1)OC